N2,N4-bis(3,3-difluorocyclopentyl)-6-(2-(trifluoromethyl)pyrimidin-4-yl)-1,3,5-triazine-2,4-diamine FC1(CC(CC1)NC1=NC(=NC(=N1)NC1CC(CC1)(F)F)C1=NC(=NC=C1)C(F)(F)F)F